NC1CCN(CC1)C=1N=C(C(=C2C1NN=C2)C2=CC(=C(C=C2)OC)O)C2=CC(=C(C#N)C=C2)F 4-(7-(4-aminopiperidin-1-yl)-4-(3-hydroxy-4-methoxyphenyl)-1H-pyrazolo[3,4-c]pyridin-5-yl)-2-fluorobenzonitrile